2,2-dichloro-1-(6-methyl-2,5-dioxa-8-azaspiro[3.4]oct-8-yl)ethan-1-one ClC(C(=O)N1CC(OC12COC2)C)Cl